1-(4-Bromobenzyl)-7-methoxy-1H-imidazo[4,5-c][1,8]naphthyridine BrC1=CC=C(CN2C=NC=3C=NC=4N=C(C=CC4C32)OC)C=C1